COC=1C(=C(C(=CC1)C)NC(=O)C1=CN=C(S1)NC=1C=C(N(N1)C)C(=O)O)C 5-[[5-[(3-methoxy-2,6-dimethyl-phenyl)carbamoyl]thiazol-2-yl]amino]-2-methyl-pyrazole-3-carboxylic acid